4-((1R,3S,5S)-3-ethoxy-8-((5-methoxy-7-methyl-1H-indol-4-yl)methyl)-8-azabicyclo[3.2.1]octan-1-yl)benzoic acid C(C)O[C@@H]1C[C@]2(CC[C@@H](C1)N2CC2=C1C=CNC1=C(C=C2OC)C)C2=CC=C(C(=O)O)C=C2